CC1(OC2=C(C1(C)C)C(CCC2)=O)C 2,2,3,3-tetramethyl-3,5,6,7-tetrahydrobenzofuran-4(2H)-one